3-(3-(decyloxy)-5-pentadecylphenyl)prop-2-yn-1-ol C(CCCCCCCCC)OC=1C=C(C=C(C1)CCCCCCCCCCCCCCC)C#CCO